1,N3-bis(2,3-dihydroxypropyl)-5-((2,3-dihydroxypropyl)amino)-2,4,6-triiodo-isophthalamide OC(CC1(C(=O)N)C(C(C(=O)NCC(CO)O)=C(C(=C1I)NCC(CO)O)I)I)CO